3,6-dichloro-N-[2-(1-methyl-1H-1,2,4-triazol-3-yl)ethyl]pyridazine-4-carboxamide ClC=1N=NC(=CC1C(=O)NCCC1=NN(C=N1)C)Cl